FC1=CC=C(CC2=CSC=3N4C([C@@H](OCC32)C)=NN=C4C)C=C1 (S)-3-(4-fluorobenzyl)-6,9-dimethyl-4H,6H-thieno[2,3-e][1,2,4]triazolo[3,4-c][1,4]oxazepine